tert-butyl 3-((4-chlorobenzyl)amino)-3-cyanoazetidine-1-carboxylate ClC1=CC=C(CNC2(CN(C2)C(=O)OC(C)(C)C)C#N)C=C1